(3-(4-((2-chloropyrrolo[2,1-f][1,2,4]triazin-4-yl)amino)-1H-imidazol-1-yl)phenyl)methanol ClC1=NN2C(C(=N1)NC=1N=CN(C1)C=1C=C(C=CC1)CO)=CC=C2